Cl.N[C@H](C(=O)N)CO (S)-2-amino-3-hydroxypropionamide hydrochloride